C(C)(C)C=C(C(=O)[O-])C.C(C(=C)C)(=O)OC(C)C.[O+2].C(C)(C)C=C(C(=O)[O-])C oxygen isopropyl methacrylate (isopropyl methacrylate)